5-(2-Oxopropyl)-1H-indole-3-carboxylic acid O=C(CC=1C=C2C(=CNC2=CC1)C(=O)O)C